3,4-dimethyl-1H-indol-7-amine CC1=CNC2=C(C=CC(=C12)C)N